ON(C(C)=O)C1=C(C=C(C(=O)N)C=C1)OC 4-(N-hydroxyacetamido)-3-methoxybenzamide